COC12CC(C1)(C2)C(=O)NC(NC2=CC(=C(C=C2)OC2=NC=CC=N2)C)=O 3-methoxy-N-((3-methyl-4-(pyrimidin-2-yloxy)phenyl)carbamoyl)bicyclo[1.1.1]pentane-1-carboxamide